(R)-2,2,2-trifluoroethyl 2-((2-methylbutyl)(pyridin-2-ylmethyl)amino)-2-oxoacetate C[C@@H](CN(C(C(=O)OCC(F)(F)F)=O)CC1=NC=CC=C1)CC